tri(2,6-dimethoxyphenyl)phosphine COC1=C(C(=CC=C1)OC)P(C1=C(C=CC=C1OC)OC)C1=C(C=CC=C1OC)OC